C(C)(C)(C)OC(=O)NC=1C(=C(C=CC1)CN1C(OC2=C(C1)C=CC(=C2)CC(=O)OCC)=O)F ethyl 2-{3-[(3-{[(tert-butoxy)carbonyl]amino}-2-fluorophenyl)methyl]-2-oxo-3,4-dihydro-2H-1,3-benzoxazin-7-yl}acetate